3,5-dimethoxy-4-hydroxybenzoic acid COC=1C=C(C(=O)O)C=C(C1O)OC